FC=1C(=NC(=NC1)C)NC=1C2=C(NN1)C(N(C2)C(=O)N2[C@H](CN(C(C2)(C)C)C)C)(C)C N-(5-fluoro-2-methylpyrimidin-4-yl)-6,6-dimethyl-5-{[(2S)-2,4,5,5-tetramethylpiperazin-1-yl]carbonyl}-1,4,5,6-tetrahydropyrrolo[3,4-c]pyrazol-3-amine